BrC1=C(C=CC=C1C)C 2-bromo-1,3-dimethylbenzene